COC=1C=C2CCN(CC2=CC1C1(NN=C2C(=N1)C=C(C=C2N)C2=CC=CC=C2)N)C 3-(6-methoxy-2-methyl-1,2,3,4-tetrahydroisoquinolin-7-yl)-6-phenylbenzo[e][1,2,4]Triazine-3,8-diamine